C(C1=CC=CC=C1)N1N=CC2=CC(=C(C=C12)C(=O)O)F 1-Benzyl-5-fluoro-1H-indazole-6-carboxylic acid